C(CCCCCCCCCCC)(=O)NCC(=O)NCC(=O)O N-lauroyl-glycylglycine